CC1=CC=C(C=C1)C1=N[C@@H](C(NC2=C1C=CC=C2)=O)NC([C@@H]([C@@H](C(=O)N)CCC(F)(F)F)CCC(F)(F)F)=O (2R,3S)-N-((3S)-5-(4-methylphenyl)-2-oxo-2,3-dihydro-1H-1,4-benzodiazepin-3-yl)-2,3-bis(3,3,3-trifluoropropyl)succinamide